nitrogen (i) 1-(4-cyanomethylpiperidin-1-yl)imidazo[4,5-d]pyrrolo[2,3-b]Pyridine-6(1H)-carboxylic acid tert-butyl ester C(C)(C)(C)OC(=O)N1C=CC=2C1=NC=C1C2N(C=N1)N1CCC(CC1)CC#N.[N+]